ClC=1C=C(C=CC1F)C(C=1NC(=C(N1)S(=O)(=O)C)C)OCC1=C(C(=CC=C1)F)F 2-((3-chloro-4-fluorophenyl)((2,3-difluorobenzyl)oxy)methyl)-5-methyl-4-(methylsulfonyl)-1H-imidazole